4-((4-([1,1'-biphenyl]-3-yl)-5-fluoropyrimidin-2-yl)amino)cyclohexan-1-ol C1(=CC(=CC=C1)C1=NC(=NC=C1F)NC1CCC(CC1)O)C1=CC=CC=C1